ClC1=CC=C(COC2=NN=C(S2)NC(C2=CC(=NC=C2C2=C(C=CC=C2)C#C)OC)=O)C=C1 N-(5-((4-chlorobenzyl)oxy)-1,3,4-thiadiazol-2-yl)-5-(2-ethynylphenyl)-2-methoxyisonicotinic amide